4-(tert-butyl)-N-(3-fluoro-4-(6-isopropoxypyridin-3-yl)-5-(2-trityl-2H-tetrazol-5-yl)phenyl)piperidine-1-carboxamide C(C)(C)(C)C1CCN(CC1)C(=O)NC1=CC(=C(C(=C1)C=1N=NN(N1)C(C1=CC=CC=C1)(C1=CC=CC=C1)C1=CC=CC=C1)C=1C=NC(=CC1)OC(C)C)F